tert-Butyl 3-(6-((4-chloro-2-fluorophenoxy)methyl)-5-fluoropyridin-2-yl)-2,5-dihydro-1H-pyrrole-1-carboxylate ClC1=CC(=C(OCC2=C(C=CC(=N2)C=2CN(CC2)C(=O)OC(C)(C)C)F)C=C1)F